3-(5-(benzyloxy)-2-methylbenzofuran-3-carboxamido)piperidine-1-carboxylic acid tert-butyl ester C(C)(C)(C)OC(=O)N1CC(CCC1)NC(=O)C1=C(OC2=C1C=C(C=C2)OCC2=CC=CC=C2)C